7-(1-ethoxyvinyl)-2-isopropylpyrazolo[1,5-d][1,2,4]triazin-4(5H)-one C(C)OC(=C)C1=NNC(C=2N1N=C(C2)C(C)C)=O